1,2,3,4,6,7,8,9-octachlorodibenzofuran ClC1=C(C(=C(C=2OC3=C(C21)C(=C(C(=C3Cl)Cl)Cl)Cl)Cl)Cl)Cl